S1N=CC=N1 1-thia-2,5-diazole